(heptafluoro-2,2-dimethyl-3,5-octanedione) silver [Ag].FC(C(C(C(C(C(F)(F)F)(C)C)=O)(F)F)=O)(CC)F